(R)-(2-methyl-4,5,6,7-tetrahydrobenzo[d]thiazol-6-yl)carbamic acid tert-butyl ester C(C)(C)(C)OC(N[C@H]1CC2=C(N=C(S2)C)CC1)=O